FC1(CCN(CCC1)C1=C(C=C2C=CC=NC2=C1)C#N)F 7-(4,4-difluoroazepan-1-yl)quinoline-6-carbonitrile